ClC1=C(C(=O)N2CCN(CC2)C(CCCNCCCNC(OC(C)(C)C)=O)=O)C=CC(=C1)NC(=O)C=1N(C(=CN1)C1=C(C(=C(C=C1)OC)F)F)C tert-butyl N-[3-[[4-[4-[2-chloro-4-[[5-(2,3-difluoro-4-methoxy-phenyl)-1-methyl-imidazole-2-carbonyl]amino]benzoyl]piperazin-1-yl]-4-oxo-butyl]amino]propyl]carbamate